CC1(COC=2C(=NC=CC2CN2C[C@H](NCC2)C2=C(C=CC=C2)C)O1)C (R)-3,3-dimethyl-8-((3-(o-tolyl)piperazin-1-yl)methyl)-2,3-dihydro-[1,4]dioxino[2,3-b]pyridine